(2-amino-3-bromo-6-methylphenyl)(2-chloro-5-fluorophenyl)methanol NC1=C(C(=CC=C1Br)C)C(O)C1=C(C=CC(=C1)F)Cl